5,5-dimethyl-2-(tetrahydro-2H-pyran-4-yl)-8-(4-(trifluoromethyl)phenyl)-2,3,4,5-tetrahydro-1H-benzo[c]azepine CC1(C2=C(CN(CC1)C1CCOCC1)C=C(C=C2)C2=CC=C(C=C2)C(F)(F)F)C